(1S,2R)-7-fluoro-2,3-dihydro-1H-inden-1,2-diyl dicarbamate C(N)(O[C@@H]1[C@@H](CC2=CC=CC(=C12)F)OC(N)=O)=O